O[C@@H](CCCCCCCCC(=O)O)CCCCCCCC.OC(CCCCCCCCC(=O)O)CCCCCCCC 10-hydroxystearic acid ((R)-10-Hydroxystearate)